methyl 3-(3-cyclopropylphenoxy)-5-(1,1-dimethylprop-2-ynoxy)pyridine-4-carboxylate C1(CC1)C=1C=C(OC=2C=NC=C(C2C(=O)OC)OC(C#C)(C)C)C=CC1